ClC=1C=2N(C=CN1)C(=CN2)I 8-chloro-3-iodoimidazo[1,2-a]pyrazine